OCCN(CCCCCCCC(=O)OC(CCCCCCCC)CCCCCCCC)CCCCOC(=O)OCCCCCCC(C(F)(F)F)(F)F heptadecan-9-yl 8-((2-hydroxyethyl)(4-((((7,7,8,8,8-pentafluorooctyl)oxy)carbonyl)oxy)butyl)amino)octanoate